C(C(=C)C)(=O)OCCC[Si](OC)(OC)C 3-(methacryloyloxy)propyl-methyl-dimethoxysilane